C([C@@H]1[C@@H]([C@@H]([C@H]([C@H](O1)OC[C@@H]2[C@@H]([C@@H]([C@H]([C@H](O2)OC[C@@H]3[C@@H]([C@@H]([C@H]([C@@H](O3)O)O)O)O)O)O)O)O)O)O)O The molecule is a galactotriose consisting of two alpha-D-galactopyranose residues and a beta-D-galactopyraonse residue joined in sequence by (1->6) glycosidic bonds. It derives from an alpha-D-Galp-(1->6)-beta-D-Galp.